C(C)(C)(C)C1=CC(=NO1)NC(=O)NC1=C(C=C(C=C1)C=1N=NN(C1)C1=CC=C(C=C1)OCCN1CCOCC1)C 1-(5-tert-butylisoxazol-3-yl)-3-(2-methyl-4-(1-(4-(2-morpholinoethoxy)phenyl)-1H-1,2,3-triazol-4-yl)phenyl)urea